C1(CC1)CNC(=O)/C=C/CCCC(=O)OC Methyl (5E)-6-[(cyclopropylmethyl)carbamoyl]hex-5-enoate